glycyl-(5-methyl)histidyl-lysine NCC(=O)N[C@@H](CC1=C(NC=N1)C)C(=O)N[C@@H](CCCCN)C(=O)O